N-(5-Cyano-4-(2-(dimethylamino)ethoxy)pyrimidin-2-yl)-6-(2-fluoro-4-(5-methyl-1,2,4-oxadiazol-3-yl)phenyl)nicotinamid C(#N)C=1C(=NC(=NC1)NC(C1=CN=C(C=C1)C1=C(C=C(C=C1)C1=NOC(=N1)C)F)=O)OCCN(C)C